C1(CC1)C1=NC=NC(=C1B(O)O)OC([2H])([2H])[2H] [4-cyclopropyl-6-(trideuteriomethoxy)pyrimidin-5-yl]boronic acid